BrC1=C(C(C(=O)[O-])=CC(=C1)Br)O 3,5-dibromosalicylate